C(#N)C1=NC2=CC(=CC(=C2N=C1N1CCN2C(CC1)=NC=C2)[C@@H](C)NC2=C(C(=O)O)C=CC=C2)C (R)-2-((1-(2-cyano-7-methyl-3-(5,6,8,9-tetrahydro-7H-imidazo[1,2-d][1,4]diazepin-7-yl)quinoxalin-5-yl)ethyl)amino)benzoic acid